3-chloro-7-(8-chloro-7-fluoronaphthalen-1-yl)-8-fluoro-4-(piperazin-1-yl)-1,6-naphthyridine ClC=1C=NC2=C(C(=NC=C2C1N1CCNCC1)C1=CC=CC2=CC=C(C(=C12)Cl)F)F